(4R,4aS,7aR,12bS)-3-(cyclopropylmethyl)-4a,9-dihydroxy-2,4,5,6,7a,13-hexahydro-1H-4,12-methanobenzofuro[3,2-e]isoquinolin-7-one C1CC1CN2CCC34C5C(=O)CCC3(C2CC6=C4C(=C(C=C6)O)O5)O